(rac-(2r,3r,4s)-4-benzyl-2-ethyl-4-fluoro-1-(1-(4-fluorophenyl)-1H-indazol-5-yl)-5-oxopyrrolidin-3-yl)cyclopropanecarboxamide C(C1=CC=CC=C1)[C@@]1([C@@H]([C@H](N(C1=O)C=1C=C2C=NN(C2=CC1)C1=CC=C(C=C1)F)CC)C1(CC1)C(=O)N)F |r|